N-(4-cyano-2-fluoro-phenyl)-5-(2-pyridyl)-1H-pyrrole-3-sulfonamide C(#N)C1=CC(=C(C=C1)NS(=O)(=O)C1=CNC(=C1)C1=NC=CC=C1)F